COC=1C=C(C=CC1)NCCNC(C)=O N-{2-[(3-methoxyphenyl)amino]ethyl}acetamide